CC(C)C1=CC=C(C#N)C=C1 4-(1-methylethyl)benzonitrile